C(C)C1(CC2(C1)N(S(C1=C(N(C2)C2=CC=C(C=C2)F)C=C(C(=C1)OCC(C(=O)OC)(C)C)C(F)(F)F)(=O)=O)C)CC methyl 3-[3',3'-diethyl-5-(4-fluorophenyl)-2-methyl-1,1-dioxo-7-(trifluoromethyl)-4,5-dihydro-2H-spiro[1lambda6,2,5-benzothiadiazepine-3,1'-cyclobutan]-8-yloxy]-2,2-dimethylpropanoate